N[C@H](C(=O)N(C)CC(=O)N(C)C)CC=1C=NC=CC1 (S)-2-amino-N-(2-(dimethylamino)-2-oxoethyl)-N-methyl-3-(pyridin-3-yl)propanamide